6-chloro-1-(4-((R)-2-methoxypropoxy)-6-((R)-3-methoxytetrahydrofuran-3-yl)pyridin-2-yl)-3-methyl-1H-pyrazolo[4,3-c]pyridine ClC1=CC2=C(C=N1)C(=NN2C2=NC(=CC(=C2)OC[C@@H](C)OC)[C@]2(COCC2)OC)C